5-[5-(Cyclopropylamino)-3-fluoropyridin-2-yl]-1-ethyl-N-[(3S)-9-fluoro-2-oxo-5-phenyl-1,3-dihydro-1,4-benzodiazepin-3-yl]pyrazole-4-carboxamide C1(CC1)NC=1C=C(C(=NC1)C1=C(C=NN1CC)C(=O)N[C@@H]1C(NC2=C(C(=N1)C1=CC=CC=C1)C=CC=C2F)=O)F